dimethyl-indolecarboxamide CC1=C2C(=C(NC2=CC=C1)C(=O)N)C